ClC1=NC=C(C(=C1)NC1CCC(CC1)O)C#CC=1N=CN(C1)C (1s,4s)-4-((2-Chloro-5-(2-(1-methylimidazol-4-yl)ethynyl)-4-pyridyl)amino)cyclohexanol